OC1=CC=C(C=C1)CCC=1C=C(C=C(C1[C@@H]1[C@@H](CCC(=C1)C)C(=C)C)O)O (1'S,2'R)-6-(4-hydroxyphenylethyl)-5'-methyl-2'-(prop-1-en-2-yl)-1',2',3',4'-tetrahydro-[1,1'-biphenyl]-2,4-diol